(S)-1-(2-((4-(2-(4-(4-chlorophenyl)-2,3,9-trimethyl-6H-thieno[3,2-f][1,2,4]triazolo[4,3-a][1,4]diazepine-6-yl)acetyl)piperazin-1-yl)methyl)phenyl)dihydropyrimidine-2,4(1H,3H)-dione ClC1=CC=C(C=C1)C1=N[C@H](C=2N(C3=C1C(=C(S3)C)C)C(=NN2)C)CC(=O)N2CCN(CC2)CC2=C(C=CC=C2)N2C(NC(CC2)=O)=O